O[C@@](C#CC=1C2=C(C(N(C1)C)=O)NC(=C2C=2OC(=NN2)C)C)(C)C2=NOC(=C2)C 4-[(3R)-3-hydroxy-3-(5-methylisoxazol-3-yl)but-1-ynyl]-2,6-dimethyl-3-(5-methyl-1,3,4-oxadiazol-2-yl)-1H-pyrrolo[2,3-c]pyridin-7-one